NCCOC1=NC=C(C=C1C(=O)OC)Br methyl 2-(2-aminoethoxy)-5-bromopyridine-3-carboxylate